Cl.Cl.FC1=C(C=CC(=C1)C1NCCC1)C=1N=C2SC3=C(N2C1)C=CC(=C3)C(=O)NC3CCN(CC3)C 2-(2-fluoro-4-(pyrrolidin-2-yl)phenyl)-N-(1-methylpiperidin-4-yl)benzo[d]imidazo[2,1-b]thiazole-7-carboxamide dihydrochloride